2-chloro-5-(2-(1-methyl-1H-pyrazol-3-yl)ethyl)pyridine ClC1=NC=C(C=C1)CCC1=NN(C=C1)C